CN(C(OC(C)(C)C)=O)[C@H]1CN2C(OC1)=C(C=N2)S(N(C(C2=CC=CC=C2)(C2=CC=CC=C2)C2=CC=CC=C2)C(NC2=C1CCC1=CC=1CCC21)=O)(=O)=N Tert-butyl methyl((6S)-3-(N-(tricyclo[6.2.0.03,6]deca-1,3(6),7-trien-2-ylcarbamoyl)-N-tritylsulfamimidoyl)-6,7-dihydro-5H-pyrazolo[5,1-b][1,3]oxazin-6-yl)carbamate